[N+](=O)([O-])C1=CC=C(C=C1)[C@H](CO)O (R)-p-nitrophenyl-1,2-ethanediol